OC1=CC=C2C(C=COC2=C1)=O 7-hydroxychromone